C(C=C)(=O)OCCCCOS(=O)(=O)C1=CC=C(C)C=C1 (4-tosyloxybutyl) acrylate